FC(C=1C(=C(C=C(C1)C(F)(F)F)O)C1=CC=C2C(=N1)N=C(O2)N[C@H]2CN(CCC2)C)F (R)-3-(Difluoromethyl)-2-(2-((1-methylpiperidin-3-yl)amino)oxazolo[4,5-b]pyridin-5-yl)-5-(trifluoromethyl)phenol